C(CCCCCCCCCCCCCCCCCCC)(=O)C(C(C(O)C(CCCCCCCCCCCCCCCCCCC)=O)O)O diarachidoyl-glycerole